tert-butyl (6R,7S)-7-hydroxy-6-methyl-2-azaspiro[3.5]nonane-2-carboxylate O[C@@H]1[C@@H](CC2(CN(C2)C(=O)OC(C)(C)C)CC1)C